CC1=C(C=CC=C1)C1=C(C(=CC=C1)C1=C(C=CC=C1)C)P 2,6-bis(2-methylphenyl)phenylphosphine